C(\C=C(/C)\CCC=C(C)C)C1=C(C=2C(C(=C(OC2C=C1O)C1=CC=C(O)C=C1)O)=O)O 6-geranyl-kaempferol